BrC1=CC(=C(C(=O)NC2=NC(=NC(=C2)C)N2CC(CCC2)C=C)C=C1)N1CCC(CC1)CCC=C 4-bromo-2-(4-(3-butene-1-yl)piperidin-1-yl)-N-(6-methyl-2-(3-vinylpiperidin-1-yl)pyrimidin-4-yl)benzamide